ClC=1C=C(C2=C(N=C(O2)CSC=2NC(C3=C(N2)N(N=C3)C3=CC=CC=C3)=O)C1)Cl 6-(((5,7-dichlorobenzo[d]oxazol-2-yl)methyl)thio)-1-phenyl-1,5-dihydro-4H-pyrazolo[3,4-d]pyrimidin-4-one